2-((4-(7-((1-((2-acryloyl-2,7-diazaspiro[3.5]nonan-7-yl)sulfonyl)piperidin-4-yl)methyl)-2,7-diazaspiro[3.5]nonan-2-yl)pyrimidin-5-yl)oxy)-5-fluoro-N,N-diisopropylbenzamide C(C=C)(=O)N1CC2(C1)CCN(CC2)S(=O)(=O)N2CCC(CC2)CN2CCC1(CN(C1)C1=NC=NC=C1OC1=C(C(=O)N(C(C)C)C(C)C)C=C(C=C1)F)CC2